NC1=CC=C(C=C1)C1=C(C=C(C=C1)N)S(=O)(=O)C1=C(C=CC(=C1)N)C1=CC=C(C=C1)N (4-aminophenyl)-5-amino-phenylsulfone